FC=1C=CC(=C2C=CC(NC12)=O)OC(C)=O 8-fluoro-5-acetoxy-2(1H)-quinolinone